FC(C=1C=NC(=NC1)N1CCN(CC1)C1COC1)(F)F 3-[4-[5-(trifluoromethyl)pyrimidin-2-yl]piperazin-1-yl]oxetan